C(C)(C)(C)OC(=O)NCCN(C=1C=C2C(=CC=NC2=CC1)C(=O)O)C 6-((2-((tert-Butoxycarbonyl)amino)ethyl)(methyl)amino)quinoline-4-carboxylic acid